ClCCI 1-chloro-2-iodoethane